C(CCCCCCCCCCCCC(=O)O)CCCCCCCCCCCC=O The molecule is the omega-oxo fatty acid obtained by oxygenation at position 26 of hexacosanoic acid. It is an omega-oxo fatty acid, an aldehydic acid and a very long-chain fatty acid. It derives from a hexacosanoic acid. It is a conjugate acid of a 26-oxohexacosanoate.